ClC1=CC=NC2=CC=C(C=C12)C1=C(C=C(C=C1)CN1CCC(CC1)C(F)(F)F)F 4-chloro-6-(2-fluoro-4-((4-(trifluoromethyl)piperidin-1-yl)methyl)phenyl)quinoline